C(C)OC1=CN=CC(=N1)C1=CC(=C(C=C1)NC(C(C)(C=1N=C(SC1)NS(=O)(=O)C)C)=O)C(F)(F)F N-(4-(6-ethoxypyrazin-2-yl)-2-(trifluoromethyl)phenyl)-2-methyl-2-(2-(methylsulfonamido)thiazol-4-yl)propanamide